C(C(=O)O)(=O)O.C(CCCCO)O 1,5-pentanediol oxalate